(1R,2R)-N-((S)-2-amino-3-(2-chloro-4-hydroxyphenyl)propyl)-2-methyl-2-phenylcyclopropane-1-carboxamide N[C@H](CNC(=O)[C@H]1[C@@](C1)(C1=CC=CC=C1)C)CC1=C(C=C(C=C1)O)Cl